penta(phenoxy)phosphorane O(C1=CC=CC=C1)P(OC1=CC=CC=C1)(OC1=CC=CC=C1)(OC1=CC=CC=C1)OC1=CC=CC=C1